C1(CC(CC(C1)C(=O)NCCCCCCN(CCCCCC(=O)OC(C)CCCCCC)CCCCCC(=O)OC(C)CCCCCC)C(=O)NCCCCCCN(CCCCCC(=O)OC(C)CCCCCC)CCCCCC(=O)OC(C)CCCCCC)C(=O)NCCCCCCN(CCCCCC(=O)OC(C)CCCCCC)CCCCCC(=O)OC(C)CCCCCC Hexa(octan-2-yl) cis,cis-6,6',6'',6''',6'''',6'''''-((((cyclohexane-1,3,5-tricarbonyl)tris(azanediyl))tris(hexane-6,1-diyl))tris(azanetriyl))hexahexanoate